COC(=O)[C@H]1N(C[C@H](C1)F)C(=O)OC(C)(C)C (2S,4S)-4-fluoropyrrolidine-1,2-dicarboxylic acid 1-(tert-butyl) 2-methyl ester